F[C@@H]1[C@@]2(C[C@H]([C@](C[C@H]1OC1=CN=C(N=N1)C1=C(C=C(C=C1)N1C=NC=C1)O)(N2)[2H])F)[2H] 2-(6-(((1S,2R,3R,5S,6R)-2,6-difluoro-8-azabicyclo[3.2.1]octan-3-yl-1,5-d2)oxy)-1,2,4-triazin-3-yl)-5-(1H-imidazol-1-yl)phenol